N-(4-((3-(3,3-dimethyloxetan-2-yl)-3-phenethyl-pyrrolidin-1-yl)methyl)phenyl)acetamide CC1(C(OC1)C1(CN(CC1)CC1=CC=C(C=C1)NC(C)=O)CCC1=CC=CC=C1)C